((1S,4S,5S)-4-(2,6-dimethoxy-4-(2-methyl-3-phenyloctan-2-yl)phenyl)-6,6-dimethylbicyclo[3.1.1]hept-2-en-2-yl)methanamine COC1=C(C(=CC(=C1)C(C)(C(CCCCC)C1=CC=CC=C1)C)OC)[C@H]1C=C([C@@H]2C([C@H]1C2)(C)C)CN